(S)-2-(N,4-dimethylphenylsulfonylamino)-3-(pyridin-2-yl)propionic acid CN([C@H](C(=O)O)CC1=NC=CC=C1)S(=O)(=O)C1=CC=C(C=C1)C